ClC=1C(=NC(=NC1)N1CC(C1)[C@@H]1CN(CCC1)CCO)NC(C)C1=C(C=C(C=C1)Cl)F 2-[(3R)-3-[1-[5-chloro-4-[1-(4-chloro-2-fluoro-phenyl)ethylamino]pyrimidin-2-yl]azetidin-3-yl]-1-piperidyl]ethanol